(2S)-2-(((2-(3-chlorophenyl)-2,2-difluoro-1-phenylethoxy)carbonyl)amino)-3-(1-methyl-cyclopropyl)propanoic acid ClC=1C=C(C=CC1)C(C(OC(=O)N[C@H](C(=O)O)CC1(CC1)C)C1=CC=CC=C1)(F)F